FC(COC=1C=CC2=C(N(C(N(C2)C=2C=CC3=C(N(C(=N3)OC)C)C2)=O)C2=CC=C(C=C2)OC([2H])([2H])[2H])N1)F 7-(2,2-difluoroethoxy)-3-(2-methoxy-1-methyl-1H-benzo[d]imidazol-6-yl)-1-(4-(methoxy-d3)phenyl)-3,4-dihydropyrido[2,3-d]pyrimidin-2(1H)-one